NC=1C=2N(C3=CC(=CC=C3N1)C(=O)N(C)CC1=C(C=C(C=C1)C(F)(F)F)COC)C=NC2 4-amino-N-(2-(methoxymethyl)-4-(trifluoromethyl)benzyl)-N-methylimidazo[1,5-a]quinoxaline-8-carboxamide